7,9-dibromo-4-methyl-2H-pyrido[1,2-a]pyrimidine-2,8(1H)-dione BrC=1C(C(=C2N(C(=CC(N2)=O)C)C1)Br)=O